C1(CC1)C(C=1C=C(C=CC1)NC(=O)C=1[N+](=C(NC1C)C=1C=C(C=C(C1)C1=C(C=CC=C1C)C)C1=C(C=CC=C1C)C)[O-])(F)F 4-((3-(cyclopropyldifluoromethyl)phenyl)carbamoyl)-5-methyl-2-(2,2'',6,6''-tetramethyl-[1,1':3',1''-terphenyl]-5'-yl)-1H-imidazole 3-oxide